4-((tert-butoxycarbonyl)amino)cyclohexyl acetate C(C)(=O)OC1CCC(CC1)NC(=O)OC(C)(C)C